2,2-difluoro-N-(4-(6-((R)-1-hydroxypropyl)-4-methylpyridin-3-yl)thiazolo[5,4-f]isoquinolin-8-yl)cyclopropane-1-carboxamide FC1(C(C1)C(=O)NC=1N=CC2=CC(=C3C(=C2C1)SC=N3)C=3C=NC(=CC3C)[C@@H](CC)O)F